N-(6-Chloropyridin-3-yl)-5-fluoro-4-(6-phenylimidazo[1,2-a]pyridin-3-yl)pyrimidin-2-amine ClC1=CC=C(C=N1)NC1=NC=C(C(=N1)C1=CN=C2N1C=C(C=C2)C2=CC=CC=C2)F